6-(3-Ethyloxetan-3-ylmethoxy)pyridine-3-carbaldehyde C(C)C1(COC1)COC1=CC=C(C=N1)C=O